BrC1=CC2=C(N=C(N=C2)NC2=NC=C(C=C2)C2=CC=CC=C2)N(C1=O)C1CCCC1 6-Bromo-8-cyclopentyl-2-(5-phenyl-pyridin-2-ylamino)-8H-pyrido[2,3-d]pyrimidin-7-one